NC1=NC=CC(=N1)C=1C=C(C=C(C1)Cl)C1(COC2(CC2)CN1C(C=C)=O)C 1-(6-(3-(2-aminopyrimidin-4-yl)-5-chlorophenyl)-6-methyl-4-oxa-7-azaspiro[2.5]octan-7-yl)prop-2-en-1-one